(1R,2S)-2-{3-[(6,7-dihydro-5H-cyclopenta[d]pyrimidin-4-yl)amino]-1H-indazol-6-yl}-5'-methoxyspiro[cyclopropane-1,3'-indol]-2'(1'H)-one N1=CN=C(C2=C1CCC2)NC2=NNC1=CC(=CC=C21)[C@@H]2C[C@@]21C(NC2=CC=C(C=C12)OC)=O